BrC1=CC=C(C=C1)[C@H](CC(=O)OCC)C Ethyl (3S)-3-(4-bromophenyl)butanoate